Cl.Cl.N1(CCNCC1)C1CC2=C(N(N=C2CC1)C1=NC=CC=C1)O 5-(piperazin-1-yl)-2-(pyridin-2-yl)-4,5,6,7-tetrahydro-2H-indazol-3-ol dihydrochloride